ethylene glycol bis(3-mercapto-3-methylbutyl)propionate SC(CCC(C(=O)OCCO)(C)CCC(C)(S)C)(C)C